FC1=C(C=C(C(=C1)C)C1=CC(=NC(=C1)N1CCOCC1)OCCO)NC(=O)N1C[C@@H](CC1)C(C(F)(F)F)(F)F (3R)-N-[2-fluoro-5-[2-(2-hydroxyethoxy)-6-(morpholin-4-yl)pyridin-4-yl]-4-methylphenyl]-3-(1,1,2,2,2-pentafluoroethyl)pyrrolidine-1-carboxamide